C(#N)C1CC(C1)N1C=C(C2=C1N=NC(=C2)NC(C)=O)C2=NC(=CC(=C2)C)[C@]2(COCC2)OC N-(7-((1R,3R)-3-cyanocyclobutyl)-5-(6-((R)-3-methoxytetrahydrofuran-3-yl)-4-methylpyridin-2-yl)-7H-pyrrolo[2,3-c]pyridazin-3-yl)acetamide